C(C1=CC=CC=C1)N1CCC(CC1)N(C=1C=C(C=CC1)O)C=1C=NC=CC1 3-((1-Benzylpiperidin-4-yl)(pyridin-3-yl)amino)phenol